4,4',4'',4'''-((1E,1'E,1''E,1'''E)-(pyrene-1,3,6,8-tetrayltetrakis(benzene-4,1-diyl))tetrakis(ethene-2,1-diyl))tetrabenzoic acid C1(=CC(=C2C=CC3=C(C=C(C4=CC=C1C2=C34)C3=CC=C(C=C3)/C=C/C3=CC=C(C(=O)O)C=C3)C3=CC=C(C=C3)/C=C/C3=CC=C(C(=O)O)C=C3)C3=CC=C(C=C3)/C=C/C3=CC=C(C(=O)O)C=C3)C3=CC=C(C=C3)/C=C/C3=CC=C(C(=O)O)C=C3